trans-3-fluoro-5-[(3S)-2-[4-[(2-methylthiazol-4-yl)methyl]cyclohexanecarbonyl]isoxazolidin-3-yl]benzonitrile FC=1C=C(C#N)C=C(C1)[C@H]1N(OCC1)C(=O)[C@@H]1CC[C@H](CC1)CC=1N=C(SC1)C